5-[(2S)-butan-2-yl]-N-[(2S)-1-({(1S)-1-cyano-2-[(3S)-2-oxopyrrolidin-3-yl]ethyl}amino)-4,4-dimethyl-1-oxopentan-2-yl]-1H-indole-2-carboxamide C[C@@H](CC)C=1C=C2C=C(NC2=CC1)C(=O)N[C@H](C(=O)N[C@@H](C[C@H]1C(NCC1)=O)C#N)CC(C)(C)C